C(=O)(O)CCOC(C=C)=O.[NH4+] ammonium carboxyethylacrylate